C1(CC1)C=1NC(=NN1)C1CC2(CN(C2)C(=O)N2CC(C2)N2N=CC(=C2)OCC(F)(F)F)C1 [6-(5-cyclopropyl-4H-1,2,4-triazol-3-yl)-2-azaspiro[3.3]heptan-2-yl]-[3-[4-(2,2,2-trifluoroethoxy)pyrazol-1-yl]azetidin-1-yl]methanone